N-(2,4-DIMETHOXYBENZYL)-3-IODO-1-(TETRAHYDRO-2H-PYRAN-3-YL)-1H-PYRAZOLO[3,4-D]PYRIMIDIN-4-AMINE COC1=C(CNC2=C3C(=NC=N2)N(N=C3I)C3COCCC3)C=CC(=C1)OC